ClC1=CC=C2C(=CNC2=C1)S(=O)(=O)NC1=C(C=C(C=C1)S(F)(F)(F)(F)F)F 6-chloro-N-[2-fluoro-4-(pentafluoro-lambda6-sulfanyl)phenyl]-1H-indole-3-sulfonamide